bromo-N-((1r,3r)-3-methoxycyclobutyl)-2-(1-methyl-1H-imidazol-2-yl)-5-(pyridin-2-yl)pyrrolo[2,1-F][1,2,4]triazin-4-amine BrC=1C(=C2C(=NC(=NN2C1)C=1N(C=CN1)C)NC1CC(C1)OC)C1=NC=CC=C1